C1(CC1)C=1SC=CN1 2-cyclopropylthiazol